O=C1N(C[C@@H](C1)CCC)[C@H](C(=O)N)CC (S)-2-((R)-2-oxo-4-propylpyrrolidin-1-yl)butanamide